6-{[3-(3-chloro-2-methylphenyl)azetidin-3-yl]amino}-3-cyclopropyl-5-fluoroquinazolin-4-one ClC=1C(=C(C=CC1)C1(CNC1)NC=1C(=C2C(N(C=NC2=CC1)C1CC1)=O)F)C